6,7-dichloropyrido[2,3-d]Pyrimidine-2,4(1H,3H)-dione ClC1=CC2=C(NC(NC2=O)=O)N=C1Cl